(S)-5-(4,4-difluorobutyryl)-N-((S)-3-oxo-1-((S)-2-oxopyrrolidin-3-yl)-4-(trifluoromethoxy)butan-2-yl)-5-azaspiro[2.4]heptane-6-carboxamide FC(CCC(=O)N1CC2(CC2)C[C@H]1C(=O)N[C@@H](C[C@H]1C(NCC1)=O)C(COC(F)(F)F)=O)F